N,3-diphenylpropynylamide C1(=CC=CC=C1)[N-]C#CCC1=CC=CC=C1